3β-hydroxycholesta-4-ene-6-on O[C@@H]1C=C2C(C[C@H]3[C@@H]4CC[C@H]([C@@H](CCCC(C)C)C)[C@]4(CC[C@@H]3[C@]2(CC1)C)C)=O